BrC1=CN2C(S1)=C(C=N2)C(=O)NC=2C(=NC=C(C2)C(NCCN2C(CCC2)(C)C)=O)C Bromo-N-(5-((2-(2,2-dimethylpyrrolidin-1-yl)ethyl)carbamoyl)-2-methylpyridin-3-yl)pyrazolo[5,1-b]thiazole-7-carboxamide